(2-amino-5-(pyridin-2-yl)phenyl)dimethyl-phosphine oxide NC1=C(C=C(C=C1)C1=NC=CC=C1)P(C)(C)=O